C1(=CC=CC=C1)N(C1=CC=CC=C1)C1=C(C(=C(C(=C1C#N)N(C1=CC=CC=C1)C1=CC=CC=C1)N(C1=CC=CC=C1)C1=CC=CC=C1)N(C1=CC=CC=C1)C1=CC=CC=C1)C#N 2,4,5,6-tetrakis(N-phenylanilino)benzene-1,3-dicarbonitrile